NC=1C(=NC(=CN1)C1=CC(=C2C3(CN(CC2=C1)C)CC3)C)N3N=CC(=C3)C(=O)NC3CC3 (3-amino-6-(2',5'-dimethyl-2',3'-dihydro-1'H-spiro[cyclopropan-1,4'-isoquinolin]-7'-yl)pyrazin-2-yl)-N-cyclopropyl-1H-pyrazole-4-carboxamide